tert-butyl (3R)-3-[6-(2-methoxy-4,6-dimethyl-phenyl)pyrazino[2,3-b]pyrazin-3-yl]piperidine-1-carboxylate COC1=C(C(=CC(=C1)C)C)C=1N=C2C(=NC1)N=CC(=N2)[C@H]2CN(CCC2)C(=O)OC(C)(C)C